4,4-dimethoxybenzil COC1(CC=C(C=C1)C(=O)C(=O)C1=CC=CC=C1)OC